3-(6-(hexahydropyrrolo[3,2-b]pyrrol-1(2H)-yl)pyridin-3-yl)-3-methylpiperidine-2,6-dione N1(C2C(CC1)NCC2)C2=CC=C(C=N2)C2(C(NC(CC2)=O)=O)C